C1(CC1)OC1=CC=2N(N=C1C1CC1)C(=CN2)C2=NC(=NC=C2)N[C@H]2CNC[C@@H]2F 4-(7-cyclopropoxy-6-cyclopropylimidazo[1,2-b]pyridazin-3-yl)-N-((3S,4S)-4-fluoropyrrolidin-3-yl)pyrimidin-2-amine